(S)-(4-(2-(3-(1-(4-methyl-4H-1,2,4-triazol-3-ylsulfanyl)ethyl)phenyl)-2H-1,2,3-triazol-4-yl)phenyl)methanol CN1C(=NN=C1)S[C@@H](C)C=1C=C(C=CC1)N1N=CC(=N1)C1=CC=C(C=C1)CO